FC=1C=CC=2C(N3C(=NC2C1)C(CC3)CC(C(=O)OCC)C(=O)OCC)=O Diethyl 2-((6-fluoro-9-oxo-1,2,3,9-tetrahydropyrrolo[2,1-b]quinazolin-3-yl)methyl)malonate